3-(2-hydroxy-4,6-dimethoxyphenyl)-3-oxoprop-1-en OC1=C(C(=CC(=C1)OC)OC)C(C=C)=O